trans-4-(2-(1H-Imidazol-1-yl)acetamido)-N-(3-(2-cyclopropylthiazol-5-yl)phenyl)-N-((trans-4-(4-methoxy-3-methylphenyl)cyclohexyl)methyl)cyclohexanecarboxamide Magnesium sulphat S(=O)(=O)([O-])[O-].[Mg+2].N1(C=NC=C1)CC(=O)N[C@@H]1CC[C@H](CC1)C(=O)N(C[C@@H]1CC[C@H](CC1)C1=CC(=C(C=C1)OC)C)C1=CC(=CC=C1)C1=CN=C(S1)C1CC1